C1(CC1)C1=NC(=CC(=C1)C1=C(C=C(C#N)C=C1)C1=NN=CN1C)N1C(C2=CC(=CC=C2C1)CNCC1CC(C1)(F)F)=O 4-{2-Cyclopropyl-6-[6-({[(3,3-difluorocyclobutyl)methyl]amino}methyl)-1-oxo-3H-isoindol-2-yl]pyridin-4-yl}-3-(4-methyl-1,2,4-triazol-3-yl)benzonitrile